FC(COC=1C2=C(N=CN1)C(=C(N2)C2=CC(=NC=C2)NC(C(CC(F)F)C2=CC=C(C=C2)F)=O)C2=NC=CC=C2)F N-{4-[4-(2,2-Difluoroethoxy)-7-(pyridin-2-yl)-5H-pyrrolo[3,2-d]pyrimidin-6-yl]pyridin-2-yl}-4,4-difluoro-2-(4-fluorophenyl)butanamid